C12(CCC3=CC=CC=C13)CC=1N=CN=CC1CO2 spiro[5,8-dihydropyrano[4,3-d]pyrimidine-7,1'-indan]